2,6-difluoro-4-{[4-(4-pentylphenyl)phenyl]ethynyl}phenyl isothiocyanate FC1=C(C(=CC(=C1)C#CC1=CC=C(C=C1)C1=CC=C(C=C1)CCCCC)F)N=C=S